CC1=NOC(=C1)C(=O)NC1=CNC2=CC=C(C=C12)C=1C=NN(C1)C1=CC=C(C=C1)C(F)(F)F 3-methyl-N-(5-{1-[4-(trifluoromethyl)phenyl]-1H-pyrazol-4-yl}-1H-indol-3-yl)-1,2-oxazole-5-carboxamide